3-amino-N-[(3S,4R)-3-fluoro-1-methylpiperidin-4-yl]-6-[8-(prop-2-enamido)naphthalen-2-yl]pyridine-2-carboxamide NC=1C(=NC(=CC1)C1=CC2=C(C=CC=C2C=C1)NC(C=C)=O)C(=O)N[C@H]1[C@H](CN(CC1)C)F